(s)-3-((s)-5H-Imidazo[5,1-a]isoindol-5-yl)tetrahydro-2H-pyran-3-ol C=1N=CN2C1C1=CC=CC=C1[C@H]2[C@@]2(COCCC2)O